C1(CC1)S(=O)(=O)C1=CC=C(C=C1)C1=CC2=NC=C(C=C2N1C)C1CCN(CC1)C1C[C@@H]2CC[C@H](C1)N2CC(C)C |r| 2-(4-cyclopropylsulfonylphenyl)-1-methyl-6-[1-[rac-(1s,5r)-8-isobutyl-8-azabicyclo[3.2.1]oct-3-yl]-4-piperidinyl]pyrrolo[3,2-b]pyridine